ClC1=C(C=CC(=C1)F)C1=C(C(=NC=2C=C(CCC12)C1=C(N=CS1)C)N1CC2(CN(C2)C(C=C)=O)CC1)C#N 4-(2-chloro-4-fluorophenyl)-7-(4-methyl-1,3-thiazol-5-yl)-2-(2-(2-propenoyl)-2,6-diazaspiro[3.4]octan-6-yl)-5,6-dihydro-3-quinolinecarbonitrile